C(\C=C/C(=O)O)(=O)O.C(\C=C/C(=O)O)(=O)O.NCCN 1,2-Diaminoethane dimaleate